(R)-2-(5-fluoro-2-(trifluoromethylphenylpyrrolidin-1-yl)pyrazolo[1,5-a]pyrimidin-3-yl)-3-hydroxypyrrolidine-1-carboxamide FC1=NC=2N(C=C1)N=C(C2[C@H]2N(CCC2O)C(=O)N)N2C(CCC2)(C2=CC=CC=C2)C(F)(F)F